(2S,4S)-4-benzyl-1-(tert-butoxycarbonyl)-5-oxopyrrolidine-2-carboxylic acid C(C1=CC=CC=C1)[C@H]1C[C@H](N(C1=O)C(=O)OC(C)(C)C)C(=O)O